OC\C=C(\C(=O)[O-])/CCC=C(C)C (E)-2-(2-hydroxyethylidene)-6-methylhept-5-enoate